(2R,5S)-1-((5-cyclopropyl-4H-1,2,4-triazol-3-yl)(4-fluorophenyl)methyl)-2,5-dimethylpiperazine C1(CC1)C=1NC(=NN1)C(N1[C@@H](CN[C@H](C1)C)C)C1=CC=C(C=C1)F